FC=1C=C2N(CCN(C2=CC1)C(=O)NCC1CN(C1)CC(C)C)C1=CC=C(C=C1)F 6-fluoro-4-(4-fluorophenyl)-N-((1-isobutylazetidin-3-yl)methyl)-3,4-dihydroquinoxaline-1(2H)-carboxamide